OCC(C(C#CC1=CC(=C(C(=O)OC)C=C1)OC)C)CO methyl 4-(5-hydroxy-4-(hydroxymethyl)-3-methylpent-1-yn-1-yl)-2-methoxybenzoate